COC(=O)[C@@H]([C@H](C(=O)OC)O)O (+)-dimethyl-L-tartrate